2-(1-((2-(3,5-dichlorophenyl)-6-hydroxypyridin-4-yl)methyl)piperidin-4-yl)acetic acid methyl ester COC(CC1CCN(CC1)CC1=CC(=NC(=C1)O)C1=CC(=CC(=C1)Cl)Cl)=O